(R)-3-propyl-dihydrofuran C(CC)[C@H]1COC=C1